(S)-5-(1H-imidazol-1-yl)-2-(5-(methyl(4-azaspiro[2.5]octan-7-yl)amino)pyrazin-2-yl)phenol N1(C=NC=C1)C=1C=CC(=C(C1)O)C1=NC=C(N=C1)N([C@H]1CCNC2(CC2)C1)C